Cl.Cl.F/C=C(\CN)/COC=1C=NC(=NC1)N1CCC(CC1)OC (E)-3-fluoro-2-[[2-(4-methoxy-1-piperidinyl)pyrimidin-5-yl]oxymethyl]prop-2-en-1-amine, dihydrochloride